2-((1R,2S)-1-(2-cyano-5-fluorophenyl)-1-(1-ethyl-1H-pyrazol-4-yl)propan-2-yl)-5-hydroxy-N-(isoxazol-4-yl)-1-methyl-6-oxo-1,6-dihydropyrimidine-4-carboxamide C(#N)C1=C(C=C(C=C1)F)[C@@H]([C@H](C)C=1N(C(C(=C(N1)C(=O)NC=1C=NOC1)O)=O)C)C=1C=NN(C1)CC